N1CC(C1)C(=O)N1CCN(CC1)C1=CC=C(C=N1)C=1C=CC=2N(C1)N=C(C2C#N)OC 6-(6-(4-(azetidine-3-carbonyl)piperazin-1-yl)pyridin-3-yl)-methoxypyrazolo[1,5-a]pyridine-3-carbonitrile